(S)-2-(((1-(2-chlorophenyl)-2-oxocyclohexyl)(methyl)carbamoyl)oxy)acetic acid ClC1=C(C=CC=C1)[C@@]1(C(CCCC1)=O)N(C(=O)OCC(=O)O)C